N4-(9-Aminononyl)-2-methyl-N1-(5-methylthiazol-2-yl)terephthalamide NCCCCCCCCCNC(C1=CC(=C(C(=O)NC=2SC(=CN2)C)C=C1)C)=O